C(N)(=N)C=1C=C(SC1)CNC(=O)[C@H]1N(CCC1)C(CNC(C1=CC(=C(C=C1)OC1=CC=CC=C1)C)=O)=O (S)-N-((4-carbamimidoylthiophen-2-yl)methyl)-1-(2-(3-methyl-4-phenoxybenzamido)acetyl)pyrrolidine-2-carboxamide